FC=1C=C(C=CC1C(NC[C@H]1OCCC1)=O)CC=1C2=C(C3=C(C(N(CO3)[C@H]3CCOC[C@@H]3O)=O)C1)CCO2 1,5-anhydro-2,3-dideoxy-3-[6-{[3-fluoro-4-({[(2S)-oxolan-2-yl]methyl}carbamoyl)phenyl]methyl}-4-oxo-8,9-dihydro-2H-furo[2,3-h][1,3]benzoxazin-3(4H)-yl]-L-threo-pentitol